[Ru+2].C(C)C1=CC=CC1.C(C)C1=CC=CC1 bis(ethyl-cyclopentadiene) ruthenium (II)